C1CN2C3=C(C=CC=C13)C=C2 1,2-dihydropyrrolo[3,2,1-hl]indole